(R)-N-(2,2-difluoro-1-(4-(trifluoromethyl)phenyl)ethyl)-N-ethylmorpholine-4-sulfonamide FC([C@@H](C1=CC=C(C=C1)C(F)(F)F)N(S(=O)(=O)N1CCOCC1)CC)F